IC=1C=C(C(=O)O)C=CC1C 3-iodo-4-methyl-benzoic acid